C[C@@H](CCC#C)NC(OC(C)(C)C)=O tert-butyl (S)-hex-5-yn-2-ylcarbamate